BrC=1C=C(C(=NC1)N)O[C@H](C)C1=C(C=CC(=C1)F)[Sn](C)(C)C 5-bromo-3-[(1R)-1-[5-fluoro-2-(trimethylstannyl)phenyl]ethoxy]pyridin-2-amine